CN1C(=NN=C1)CC1(COC1)C=1C=C(C=CC1)C=1SC2=C(N1)C=CC=C2C(F)(F)F 2-(3-(3-((4-Methyl-4H-1,2,4-triazol-3-yl)methyl)oxetan-3-yl)phenyl)-7-(trifluoromethyl)benzo[d]thiazole